COC(=O)N1C[C@@H](OCC1)CC1=C(N=C2N1CCC(C2)C)C2=C(C=C(C=C2F)C(NC)=O)F (2S)-2-((2-(2,6-difluoro-4-(methylcarbamoyl)phenyl)-7-methyl-5,6,7,8-tetrahydroimidazo[1,2-a]pyridin-3-yl)methyl)morpholine-4-carboxylic acid methyl ester